FC=1C=C2C(=NC1)NC=C2CCN(C)C 2-(5-fluoro-1H-pyrrolo[2,3-b]pyridin-3-yl)-N,N-dimethylethan-1-amine